tert-Butyl N-[4-(5-chloro-3-ethylsulfanyl-7,9-dihydrofuro[3,4-f]quinazolin-6-yl)-3-cyano-7-fluoro-benzothiophen-2-yl]carbamate ClC1=C(C2=C(C=3C=NC(=NC13)SCC)COC2)C2=CC=C(C1=C2C(=C(S1)NC(OC(C)(C)C)=O)C#N)F